BrC1=C(C(=C(C(=C1CBr)CBr)Br)CBr)CBr 1,4-dibromo-2,3,5,6-tetrakis(bromomethyl)benzene